F[C@H]1CN(CC[C@H]1N1CCN(CC1)C(=O)OC(C)(C)C)C1=C(C=C(C=C1)O)F tert-butyl 4-((3S,4R)-3-fluoro-1-(2-fluoro-4-hydroxyphenyl)piperidin-4-yl)piperazine-1-carboxylate